[Au].N=1C(C=CC1)=O PYRROLEON GOLD